NC=1C=C(C(=NC1)N1C=NC(=C1)C(CBr)=O)F 1-(1-(5-amino-3-fluoropyridin-2-yl)-1H-imidazol-4-yl)-2-bromoethan-1-one